3-cyclohexylpropanoic acid C1(CCCCC1)CCC(=O)O